N2,N4-bis((2,2-difluorocyclopropyl)methyl)-6-(6-(trifluoromethyl)pyridin-2-yl)-1,3,5-triazine-2,4-diamine FC1(C(C1)CNC1=NC(=NC(=N1)NCC1C(C1)(F)F)C1=NC(=CC=C1)C(F)(F)F)F